COC1=CC=C(C=C1)C=1OC2=CC(=CC=C2C(C1O)=O)OC 2-(4-methoxyphenyl)-3-hydroxy-7-methoxy-4H-chromen-4-one